N-(tetrahydrofuran-3-yl)pyrrolidine-2-carboxamide O1CC(CC1)NC(=O)C1NCCC1